dibutylaminomethylmethoxydimethylsilane C(CCC)N(CCCC)C[Si](C)(C)OC